FCC1=CC=C(C=O)C=C1 Para-fluoromethylbenzaldehyde